BrC=1N=C2C(=NC1)N(C=C2C2=CC=C(C(=O)N(C)C[C@@H](C)O)C=C2)S(=O)(=O)C2=CC=C(C)C=C2 (R)-4-(2-bromo-5-tosyl-5H-pyrrolo[2,3-b]pyrazin-7-yl)-N-(2-hydroxypropyl)-N-methylbenzamide